C(C)(C)N(C=1N=C(C2=C(N1)N=CC=C2)NCC=2C(=NC=CC2)C(F)(F)F)C N2-isopropyl-N2-methyl-N4-((2-(trifluoromethyl)pyridin-3-yl)methyl)pyrido[2,3-d]pyrimidine-2,4-diamine